6-(2-cyclobutyl-7H-pyrrolo[2,3-d]pyrimidin-5-yl)-N-(2,2-difluoroethyl)imidazo[1,2-a]pyridine-3-carboxamide C1(CCC1)C=1N=CC2=C(N1)NC=C2C=2C=CC=1N(C2)C(=CN1)C(=O)NCC(F)F